C1(CC1)C([C@H](NC(=O)C1=CC=NN1CC)C=1N=C2N(N=C(C=C2)C(C)C2(C(NC[C@@H](C2)C(F)(F)F)=O)C(=O)OC)C1)C1CC1 methyl (5R)-3-(1-(2-((S)-2,2-dicyclopropyl-1-(1-ethyl-1H-pyrazole-5-carboxamido)ethyl)imidazo[1,2-b]pyridazin-6-yl)ethyl)-2-oxo-5-(trifluoromethyl)piperidine-3-carboxylate